N(N)C(=O)C=1C=C(C=C(C1)C)C1=NC=CC(=C1)N1CCN(CC1)C(=O)OC(C)(C)C tert-butyl 4-(2-(3-(hydrazinecarbonyl)-5-methylphenyl) pyridin-4-yl)piperazine-1-carboxylate